ClC1=CC=C(CC2=C(OC=C2)C(=O)NC2CCN(CC2)CCC2=CC=CC=C2)C=C1 (4-chlorobenzyl)-N-(1-phenethylpiperidin-4-yl)-2-furamide